N-{3-[3-cyclopropyl-5-[(2-fluoro-4-iodophenyl)amino]-6,8-dimethyl-2,4,7-trioxo-3,4,6,7-tetrahydropyrido[4,3-d]pyrimidin-1(2H)-yl]phenyl}acetamide C1(CC1)N1C(N(C=2C(C1=O)=C(N(C(C2C)=O)C)NC2=C(C=C(C=C2)I)F)C=2C=C(C=CC2)NC(C)=O)=O